4-{[11-oxo-11-(2,3,5,6-tetrafluorophenoxy)undecyl]carbamoyl}-2-[4,7,10-tris(carboxymethyl)-1,4,7,10-tetraazacyclododecan-1-yl]butanoic acid O=C(CCCCCCCCCCNC(=O)CCC(C(=O)O)N1CCN(CCN(CCN(CC1)CC(=O)O)CC(=O)O)CC(=O)O)OC1=C(C(=CC(=C1F)F)F)F